3-[7-[4-fluoro-2-(2-methoxyethoxy)phenyl]-4-methoxy-thieno[3,2-c]pyridin-6-yl]benzonitrile FC1=CC(=C(C=C1)C=1C2=C(C(=NC1C=1C=C(C#N)C=CC1)OC)C=CS2)OCCOC